(6Z)-8-methoxy-6-methoxyimino-5,5-dimethyl-benzo[h]quinazolin-4-amine COC=1C=CC2=C(\C(\C(C=3C(=NC=NC23)N)(C)C)=N/OC)C1